(5-methoxypyridin-3-yl)methanol COC=1C=C(C=NC1)CO